iron cobalt potassium [K].[Co].[Fe]